1,3-dichloro-6,12-dioxoindolo[2,1-b]quinazoline-8-carboxylic acid ClC1=C2C(N3C(=NC2=CC(=C1)Cl)C(C1=CC(=CC=C13)C(=O)O)=O)=O